dihydroisoquinoline oxalate salt C(C(=O)O)(=O)O.C1NC=CC2=CC=CC=C12